(R)-3-(3-methylmorpholino)-1-(2-(methylsulfonyl)ethyl)-5-(1H-pyrrolo[2,3-b]pyridin-4-yl)pyrazin-2(1H)-one C[C@@H]1COCCN1C=1C(N(C=C(N1)C1=C2C(=NC=C1)NC=C2)CCS(=O)(=O)C)=O